[6-(2-fluoro-4-methylphenoxy)-3,4-dihydronaphthalen-1-yl]methylamine, hydrochloride Cl.FC1=C(OC=2C=C3CCC=C(C3=CC2)CN)C=CC(=C1)C